(S)-5-(5-(3,5-dimethylisoxazol-4-yl)-1-((1r,4S)-4-hydroxycyclohexyl)-1H-benzo[d]imidazol-2-yl)-1-(naphthalen-1-yl)pyrrolidin-2-one CC1=NOC(=C1C1=CC2=C(N(C(=N2)[C@@H]2CCC(N2C2=CC=CC3=CC=CC=C23)=O)C2CCC(CC2)O)C=C1)C